COC(=O)C1CCC(N1)CO The molecule is the methyl ester of 5-(hydroxymethyl)pyrrolidine-2-carboxylic acid. It has a role as a metabolite. It is a member of pyrrolidines, a primary alcohol, a methyl ester, an alpha-amino acid ester, a non-proteinogenic amino acid derivative and a secondary amino compound.